N-[3-oxo-3-[4-(4-pyridinyl)-1-piperazinyl]propyl]-2,1,3-benzothiadiazole-4-sulfonamide O=C(CCNS(=O)(=O)C1=CC=CC2=NSN=C21)N2CCN(CC2)C2=CC=NC=C2